COC1=CC=C(C=C1)C(C#N)S(=O)(=O)C1=CC=C(C=C1)C (4-METHOXYPHENYL)[(4-METHYLPHENYL)SULFONYL]ACETONITRILE